4-bromo-6-(bromomethyl)benzoate BrC1=CC=C(C(=O)[O-])C(=C1)CBr